CC1=C(C(=CC(=C1)C)C)N1C(N(CC1)C1=C(C=C(C=C1C)C)C)=C1C(C(=C(N=C1)C(C1=NC=CC=C1)C1=CC=CC=C1)Cl)Cl [1,3-bis(2,4,6-trimethylphenyl)-2-imidazolidinylidene]dichloro(phenylmethylene)bis(pyridine)